(morpholinyl)5,6-diphenyl-pyrimidine-4-carboxamide N1(CCOCC1)C1=NC(=C(C(=N1)C(=O)N)C1=CC=CC=C1)C1=CC=CC=C1